1,2,4,5-tetra(3-carboxyphenyl)benzene C(=O)(O)C=1C=C(C=CC1)C1=C(C=C(C(=C1)C1=CC(=CC=C1)C(=O)O)C1=CC(=CC=C1)C(=O)O)C1=CC(=CC=C1)C(=O)O